6-ethyl-3-[[3-methoxy-4-[4-(4-methylpiperazinyl)piperidin-1-yl]phenyl]amino]-5-[(tetrahydro-2H-pyran-4-yl)amino]pyrazine-2-carboxamide C(C)C1=C(N=C(C(=N1)C(=O)N)NC1=CC(=C(C=C1)N1CCC(CC1)N1CCN(CC1)C)OC)NC1CCOCC1